5-(3,3-difluorocyclobutoxy)-1,3,4-thiadiazol-2-amine FC1(CC(C1)OC1=NN=C(S1)N)F